S1C=2N(C=C1)C=C(N2)C(=O)O imidazo[2,1-b][1,3]thiazole-6-carboxylic acid